3-methyl-2H,4H,5H,6H-cyclopenta[c]pyrazol-6-one CC1=C2C(=NN1)C(CC2)=O